C(CCC(=O)OCN(C(=O)C=1C=NC(=CC1C1=CC(=NC=C1OC)Cl)C)C=1SC2=C(N1)CN(C2)C(C2=NC=C(C=C2)C(F)F)=O)(=O)OC(C)(C)C tert-butyl ((2'-chloro-N-(5-(5-(difluoromethyl)picolinoyl)-5,6-dihydro-4H-pyrrolo[3,4-d]thiazol-2-yl)-5'-methoxy-6-methyl-[4,4'-bipyridine]-3-carboxamido)methyl) succinate